chloropropyltriethoxy-silane ClCCC[Si](OCC)(OCC)OCC